tributyl-(pentamethyl-cyclopentadiene) tin [Sn].C(CCC)C(C1=C(C(=C(C1C)C)C)C)(CCCC)CCCC